tert-butyl {3-[4-(2-hydroxyethoxy)-1H-pyrazol-1-yl]bicyclo[1.1.1]pentan-1-yl}carbamate OCCOC=1C=NN(C1)C12CC(C1)(C2)NC(OC(C)(C)C)=O